(11R)-7-bromo-6-(2,6-dimethylphenyl)-11-methyl-2,2-dioxo-9-oxa-2λ6-thia-3,5,12,19-tetrazatricyclo[12.3.1.14,8]nonadeca-1(18),4(19),5,7,14,16-hexaen-13-one BrC=1C(=NC=2NS(C=3C=CC=C(C(N[C@@H](COC1N2)C)=O)C3)(=O)=O)C3=C(C=CC=C3C)C